rac-cis-3-methyl-4-((4-(methylsulfonyl)phenoxy)methyl)pyrrolidin-3-ol C[C@@]1(CNC[C@H]1COC1=CC=C(C=C1)S(=O)(=O)C)O |r|